2-amino-7-fluorobenzo[B]thiophene-3-carbonitrile NC1=C(C2=C(S1)C(=CC=C2)F)C#N